[N+](=O)([O-])C1=CC=C(C=C1)OC(=O)C1C=NC(O1)=O Oxazoline-2-one-5-carboxylic acid p-nitrophenyl ester